(S)-9-(5-Chloro-thiophen-2-ylmethyl)-2-((R)-3-methyl-morpholin-4-yl)-8-trifluoromethyl-6,7,8,9-tetrahydro-pyrimido[1,2-a]-pyrimidin-4-one ClC1=CC=C(S1)CN1[C@@H](CCN2C1=NC(=CC2=O)N2[C@@H](COCC2)C)C(F)(F)F